C1=CC=CC=2C3=CC=CC=C3C(C12)COC(=O)N[C@H](C(=O)O)CC1=CN(C2=C(C=CC=C12)C1=NC=C(C=C1)C(=O)OC(C)(C)C)C(=O)OC(C)(C)C (S)-2-((((9H-fluoren-9-yl)methoxy)carbonyl)amino)-3-(1-(tert-butoxycarbonyl)-7-(5-(tert-butoxycarbonyl)pyridin-2-yl)-1H-indol-3-yl)propanoic acid